OC(CO)C1=NC=CC(=C1)NC(=O)C1OC(C(C1)C)(C)C N-(2-(1,2-dihydroxyethyl)pyridin-4-yl)-4,5,5-trimethyltetrahydrofuran-2-carboxamide